N1C=CC2=CC(=CC=C12)C1N(CC(CC1)C)C(C(=O)NC=1C=NC(=C(C1)C)N)=O 2-(2-(1H-indol-5-yl)-5-methylpiperidin-1-yl)-N-(6-amino-5-methylpyridin-3-yl)-2-oxoacetamide